1-(4-fluorobenzyl)-5-hydroxy-1H-pyrazole-4-carboxylic acid ethyl ester C(C)OC(=O)C=1C=NN(C1O)CC1=CC=C(C=C1)F